1-cyclopropyl-6-fluoro-7-(4-acetylpiperazin-1-yl)-3-(4-hydroxy-cinnamoyl)-quinolin-4(1H)-one C1(CC1)N1C=C(C(C2=CC(=C(C=C12)N1CCN(CC1)C(C)=O)F)=O)C(C=CC1=CC=C(C=C1)O)=O